ethyl (S)-2-(4-((6-((1-(4-(tert-butyl)phenyl)ethyl)carbamoyl)-1,2-dimethyl-1H-indol-3-yl)methyl)phenoxy)-2-methylpropanoate C(C)(C)(C)C1=CC=C(C=C1)[C@H](C)NC(=O)C1=CC=C2C(=C(N(C2=C1)C)C)CC1=CC=C(OC(C(=O)OCC)(C)C)C=C1